C(C)(C)(C)NC1=C(N=C2N1C=CN=C2)C2=CC=NC=C2 N-(tert-butyl)-2-(pyridin-4-yl)imidazo[1,2-a]pyrazin-3-amine